bromonitroethylene glycol BrC(CO)([N+](=O)[O-])O